[BH4-].P(=S)(O)(O)O.[Li+] lithium thiophosphate-borohydride